(E)-3-(3-((5-(Benzyloxy)-1H-indol-1-yl)sulfonyl)phenyl)acrylic acid C(C1=CC=CC=C1)OC=1C=C2C=CN(C2=CC1)S(=O)(=O)C=1C=C(C=CC1)/C=C/C(=O)O